BrC1=C(C=C(C=C1C)N(C([O-])=O)C)C 4-bromo-3,5-xylyl-N-methylcarbamate